FC(C=1C(=C(C=CC1)[C@@H](C)NC1=NC(=NC2=C3C(=C(C=C12)C1=CCN(CC1)C(COC)=O)OCC3)C)F)F (R)-1-(4-(4-((1-(3-(difluoromethyl)-2-fluorophenyl)ethyl)amino)-2-methyl-8,9-dihydrofuro[2,3-H]quinazolin-6-yl)-5,6-dihydropyridin-1(2H)-yl)-2-methoxyethanone